8,8-Dimethyl-N-phenethyl-5,6-dihydro-1,7-naphthyridine-7(8H)-carboxamide CC1(N(CCC=2C=CC=NC12)C(=O)NCCC1=CC=CC=C1)C